BrC=1C=C2C=NC(=NC2=C(C1)F)N1CCN(C2(COC2)C1)C(=O)OC(C)(C)C tert-butyl 8-(6-bromo-8-fluoroquinazolin-2-yl)-2-oxa-5,8-diazaspiro[3.5]nonane-5-carboxylate